iodo-deoxyuridine I[C@@]1(C[C@H](O)[C@@H](CO)O1)N1C(=O)NC(=O)C=C1